ClC1=C(C2=C(N=C(N=C2N)NC2CCN(CC2)C)N=C1C)C 6-chloro-5,7-dimethyl-N2-(1-methylpiperidin-4-yl)pyrido[2,3-d]pyrimidine-2,4-diamine